C(CCCCC)C=1C=C2C(=CC(=NC2=CC1)OC(C(=O)O)C)C1=CC=NC=C1 2-{[6-hexyl-4-(pyridin-4-yl)quinolin-2-yl]oxy}propionic acid